4-(4-(1-((5-(4-fluorophenoxy)pyridin-2-yl)amino)-1-oxopropan-2-yl)piperazine-1-carbonyl)-2-(2,2,2-trifluoroethyl)pyridine 1-oxide FC1=CC=C(OC=2C=CC(=NC2)NC(C(C)N2CCN(CC2)C(=O)C2=CC(=[N+](C=C2)[O-])CC(F)(F)F)=O)C=C1